[Na].[Na].[Na].[Na].O water tetrasodium